C1(CC1)C=1C(=CC(N2[C@@H](CSC12)C(=O)O)=O)CC1=C(C(=CC=C1)C)C (3R)-7-cyclopropyl-4-oxo-6-[(2,3-xylyl)methyl]-1-thia-3a-aza-3-indancarboxylic acid